ClC1=NC(=CC=C1)N1N=CC(=C1)CCl 2-chloro-6-(4-(chloromethyl)-1H-pyrazol-1-yl)pyridine